NC1=NC=CC(=C1)C=1SC=2C(NC(N3CCOC1C23)(C)C)=O 2-(2-aminopyridin-4-yl)-6,6-dimethyl-4,5,6,7-tetrahydro-8H-3-oxa-1-thia-5a,7-diazaacenaphthylen-8-one